N[C@@H](C(C)C)C(=O)O |r| racemic-valine